[N+](=O)([O-])C=1C=C2C(C(NC2=CC1)=O)=C(NC1=CC=CC=C1)OC 5-nitro-3-(methoxyl-phenylamino-methylene)-1,3-dihydro-indol-2-one